ClC1=NNC=C1B1OC(C(O1)(C)C)(C)C 3-chloro-4-(4,4,5,5-tetramethyl-1,3,2-dioxaborolan-2-yl)-1H-pyrazole